2-(6-(1,1-difluoro-6-aza-spiro[2.5]oct-6-yl)pyrimidin-4-yl)-4-(1H-1,2,3-triazol-1-yl)-1,2-dihydro-3H-pyrazol-3-one FC1(CC12CCN(CC2)C2=CC(=NC=N2)N2NC=C(C2=O)N2N=NC=C2)F